O=C1CC(OBO1)C(=O)[O-] 6-oxo-1,3,2-dioxaborinane-4-carboxylate